5-fluoro-benzimidazole FC1=CC2=C(N=CN2)C=C1